FC=1C=C2C(CC3(N(C2=CC1)C)CCN(CC3)C(=O)NCC3=CC(=C(C=C3)F)NS(=O)(=O)C)=O 6'-fluoro-N-(4-fluoro-3-(methylsulfonylamino)benzyl)-1'-methyl-4'-oxo-3',4'-dihydro-1'h-spiro[piperidine-4,2'-quinoline]-1-carboxamide